ClC=1C=C(C=CC1OC)C1=NN2C(CN(CC2)C(C=C)=O)=C1C1=CC=NC=C1 1-[2-(3-chloro-4-methoxyphenyl)-3-(pyridin-4-yl)-6,7-dihydropyrazolo[1,5-a]pyrazin-5(4H)-yl]prop-2-en-1-one